CCCCCCCCCCCCCCCCCCCCCCCCCCCCCCCCC triatriacontane